FC1=C(C=CC(=C1)C=1C=C(C=2N=C(N=CC2N1)NCCOC)C(C)C)NS(=O)(=O)CC1=CC=CC=C1 N-(2-fluoro-4-(8-isopropyl-2-((2-methoxyethyl)amino)pyrido[3,2-d]pyrimidin-6-yl)phenyl)-1-phenyl-methanesulfonamide